ClC=1C=C(C=CC1NC(C)C1=CC=CC=C1)S(=O)(=O)NC1=NC=NS1 3-chloro-4-(1-phenylethylamino)-N-(1,2,4-thiadiazol-5-yl)benzenesulfonamide